1,3,6,8-tetra(pyridin-2-yl)-9H-carbazole N1=C(C=CC=C1)C1=CC(=CC=2C3=CC(=CC(=C3NC12)C1=NC=CC=C1)C1=NC=CC=C1)C1=NC=CC=C1